(S)-4-(4-(4-(3,3-dimethylbutyryl)piperazin-1-yl)phenyl)-6-(1-(2-hydroxypropyl)-1H-pyrazol-4-yl)pyrazolo[1,5-a]pyridine-3-carbonitrile CC(CC(=O)N1CCN(CC1)C1=CC=C(C=C1)C=1C=2N(C=C(C1)C=1C=NN(C1)C[C@H](C)O)N=CC2C#N)(C)C